propyl-5,6-dihydro-4H-1,3-oxazine C(CC)C=1OCCCN1